C(=O)(OC(C)(C)C)C1=C(NN)C=CC(=C1)F 2-BOC-amino-4-fluoroaniline